N=1SN=C2C1C=CC=C2NS(=O)(=O)C2=CNC1=C(C(=CC=C21)Cl)C(F)(F)F N-(2,1,3-benzothiadiazol-4-yl)-6-chloro-7-(trifluoromethyl)-1H-indole-3-sulfonamide